FC1(CN(CC1)C=1C=NC=C(C1)C#C[Si](C)(C)C)F 3-(3,3-difluoropyrrolidin-1-yl)-5-((trimethylsilyl)ethynyl)pyridine